9-[(2R,3S,4R,5R)-4-[(tert-butyldimethylsilyl)oxy]-5-[[(tert-butyldimethylsilyl)oxy]methyl]-3-fluorooxolan-2-yl]-1H-purin-6-one [Si](C)(C)(C(C)(C)C)O[C@H]1[C@@H]([C@@H](O[C@@H]1CO[Si](C)(C)C(C)(C)C)N1C=2N=CNC(C2N=C1)=O)F